BrC1=CC(NCC1)=O 4-bromo-5,6-dihydropyridin-2(1H)-one